CN(S(=O)(=O)N1CCC(CC1)C1=CC=C(C=C1)C1=C(N(C=C1)S(N)(=O)=O)C(=O)O)C 3-[4-[1-(dimethylsulfamoyl)piperidin-4-yl]phenyl]-1-sulfamoyl-1H-pyrrole-2-carboxylic acid